(1S,3S,4S)-2-((R)-2-((3-chlorophenyl)amino)-3-cyclopropylpropanoyl)-N-((S)-1-cyano-2-((S)-2-oxopiperidin-3-yl)ethyl)-5,5-difluoro-2-azabicyclo[2.2.2]octane-3-carboxamide ClC=1C=C(C=CC1)N[C@@H](C(=O)N1[C@@H]2CC([C@H]([C@H]1C(=O)N[C@@H](C[C@H]1C(NCCC1)=O)C#N)CC2)(F)F)CC2CC2